C(C)(C)(C)OC(=O)N[C@H](C(=O)OC)C(C)(C)C methyl (S)-2-t-butoxycarbonylamino-3,3-dimethylbutyrate